FC(C(CC(=O)C1=CC=C(C=C1)C)=O)(F)F 4,4,4-Trifluoro-1-(p-tolyl)butan-1,3-dion